quinazoline-6-carbamate N1=CN=CC2=CC(=CC=C12)NC(=O)[O-]